ClC1=CC=C(C=C1)C1=C(OC2=CC(=CC=C2C1=O)O)C(F)(F)F 3-(4-chlorophenyl)-7-hydroxy-2-(trifluoromethyl)-4H-chromen-4-one